N-methyl-3-(tert-butyl)aniline CNC1=CC(=CC=C1)C(C)(C)C